N1CC(C1)N1N=NC(=C1)C=1C2=C(N=C(N1)N1[C@H](CC1)C)CCC2 (S)-4-(1-(azetidin-3-yl)-1H-1,2,3-triazol-4-yl)-2-(2-methylazetidin-1-yl)-6,7-dihydro-5H-cyclopenta[d]pyrimidine